tri(diethylamino)tert-butyltin C(C)N(CC)[Sn](C(C)(C)C)(N(CC)CC)N(CC)CC